5-bromo-2-fluoro-N-methyl-3-nitrobenzamide BrC=1C=C(C(=C(C(=O)NC)C1)F)[N+](=O)[O-]